C(C)(C)(C)OC(=O)N1CCCC(CC1)C1=CC=C(C=C1)N1CCCS(O1)=O 5-[4-(2-oxo-3,4,5,6-tetrahydro-1,2,6-oxathiazin-6-yl)phenyl]Azepane-1-carboxylic acid tert-butyl ester